FC=1C=C(C=C(C1F)N1CC(C1)OC)[C@H]1[C@@H](C1)C=1C=NC(=NC1)C1=NC=CC=N1 trans-5-(2-(3,4-Difluoro-5-(3-methoxyazetidin-1-yl)phenyl)cyclopropyl)-2,2'-bipyrimidine